6-((2-(1-(cyclopropylsulfonyl)-1H-pyrazol-4-yl)pyrimidin-4-yl)amino)-4-(4-(hydroxymethyl)-4-methylpiperidin-1-yl)pyridin C1(CC1)S(=O)(=O)N1N=CC(=C1)C1=NC=CC(=N1)NC1=CC(=CC=N1)N1CCC(CC1)(C)CO